(2S,4R)-1-(2-(4-amino-8-methyl-6-(2-methylpyrimidin-5-yl)-9H-pyrimido[4,5-b]indol-9-yl)acetyl)-N-(6-chloropyridin-2-yl)-4-fluoro-4-methylpyrrolidine-2-carboxamide NC1=NC=NC=2N(C3=C(C=C(C=C3C21)C=2C=NC(=NC2)C)C)CC(=O)N2[C@@H](C[C@@](C2)(C)F)C(=O)NC2=NC(=CC=C2)Cl